ethyl (2S)-2-(tert-butoxycarbonylamino)-3-(1-methyl-5-nitro-benzimidazol-2-yl)propanoate C(C)(C)(C)OC(=O)N[C@H](C(=O)OCC)CC1=NC2=C(N1C)C=CC(=C2)[N+](=O)[O-]